2-((3-(4-carbamoyl-1H-benzo[d]imidazol-2-yl)-4-methylphenyl)amino)-7-cyclopentyl-N,N-dimethyl-7H-pyrrolo[2,3-d]pyrimidine-6-carboxamide C(N)(=O)C1=CC=CC=2NC(=NC21)C=2C=C(C=CC2C)NC=2N=CC1=C(N2)N(C(=C1)C(=O)N(C)C)C1CCCC1